3-(sec-butyl)-9-fluoro-N-methyl-2-oxo-1,2,3,5-tetrahydro-4H-benzo[1,4]diazepine-4-carboxamide C(C)(CC)C1C(NC2=C(CN1C(=O)NC)C=CC=C2F)=O